N1C=CC2=CC=CC(=C12)OC1=NC(=NC=C1C(F)(F)F)N[C@@H]1CNCCC1 4-(1H-indol-7-yloxy)-N-[(3S)-piperidin-3-yl]-5-(trifluoromethyl)pyrimidin-2-amine